O=C1NC(CCC1N1C(C2=CC=C(C=C2C=N1)C#CCCC)=O)=O 5-[2-(2,6-dioxopiperidin-3-yl)-1-oxo-1,2-dihydrophthalazin-6-yl]pent-4-yne